2-chloro-5-fluoro-4-(5-methyl-1H-tetrazol-1-yl)pyrimidine ClC1=NC=C(C(=N1)N1N=NN=C1C)F